P(O)(=O)(OP(=O)(O)OP(=O)(O)O)OC[C@@H]1[C@H]([C@H]([C@@H](O1)C1=CN(C(=O)NC1=O)CC1=CC=C(C=C1)[N+](=O)[O-])O)O 1-(4-nitro-benzyl)pseudouridine triphosphate